N-((1S)-2,2-dicyclopropyl-1-(6-((2-oxo-6-(trifluoromethyl)piperidin-3-yl)methyl)imidazo[1,2-b]pyridazin-2-yl)ethyl)-1-ethyl-1H-pyrazole-5-carboxamide C1(CC1)C([C@@H](C=1N=C2N(N=C(C=C2)CC2C(NC(CC2)C(F)(F)F)=O)C1)NC(=O)C1=CC=NN1CC)C1CC1